(S)-N-(6-Chloro-5-(2-cyclopropoxy-1-(1,3-dioxoisoindolin-2-yl)ethyl)pyridazin-3-yl)pivalamide ClC1=C(C=C(N=N1)NC(C(C)(C)C)=O)[C@@H](COC1CC1)N1C(C2=CC=CC=C2C1=O)=O